COC(C(CCC)(C)C)=O.ClC=1C=C(OCC(=O)NC23CC(C2)(C3)NCCOC3=CC(=C(C=C3)Cl)Cl)C=CC1Cl 2-(3,4-Dichlorophenoxy)-N-(3-{[2-(3,4-Dichlorophenoxy)ethyl]amino}-bicyclo[1.1.1]pentan-1-yl)acetamide methyl-2,2-dimethyl-pentanoate